t-butyl (4-((R)-6-chloro-8-fluoro-2-(((2R,7aS)-2-fluorotetrahydro-1H-pyrrolizin-7a(5H)-yl)methoxy)-4-hydroxyquinazolin-7-yl)-3-cyano-7-fluorobenzo[b]thiophen-2-yl)carbamate ClC=1C=C2C(=NC(=NC2=C(C1C1=CC=C(C=2SC(=C(C21)C#N)NC(OC(C)(C)C)=O)F)F)OC[C@]21CCCN1C[C@@H](C2)F)O